N-[cis-3-butoxycyclobutyl]-1,5,7-trimethyl-4-oxo-4,5-dihydro-1H-pyrrolo[3,2-c]pyridine-3-carboxamide C(CCC)O[C@H]1C[C@H](C1)NC(=O)C1=CN(C2=C1C(N(C=C2C)C)=O)C